6-chloro-N3-[(1-methyl-4-piperidyl)methyl]pyridazine-3,4-diamine ClC1=CC(=C(N=N1)NCC1CCN(CC1)C)N